C(C1=CC=CC=C1)OC(=O)N[C@H](C1=CC=CC=C1)C(=O)O N-(benzyloxycarbonyl)-D-phenylglycine